2'-chloro-N-(5-(5-chloro-pyrimidine-2-carbonyl)-5,6-dihydro-4H-pyrrolo[3,4-d]thiazol-2-yl)-5'-methoxy-6-methyl-[4,4'-bipyridine]-3-carboxamide ClC1=NC=C(C(=C1)C1=C(C=NC(=C1)C)C(=O)NC=1SC2=C(N1)CN(C2)C(=O)C2=NC=C(C=N2)Cl)OC